CC1=NC(=CC(=C1)C=1NC2=CC=C(C=C2C1C(C)C)C1CCN(CC1)C(CN1[C@@H](C[C@@H](C1)F)CO)=O)C 1-(4-(2-(2,6-dimethylpyridin-4-yl)-3-isopropyl-1H-indol-5-yl)piperidin-1-yl)-2-((2S,4S)-4-fluoro-2-(hydroxymethyl)pyrrolidin-1-yl)ethan-1-one